(3S)-1-[(5-chloro-2-methyl-3-nitro-phenyl)methyl]-3-methyl-piperazine hydrochloride Cl.ClC=1C=C(C(=C(C1)CN1C[C@@H](NCC1)C)C)[N+](=O)[O-]